N1C(=CC=2N1C=CC=NC2)C(=O)N pyrazolo[1,5-a][1,4]diazepine-2-carboxamide